N-(4-aminophenyl)propionamide NC1=CC=C(C=C1)NC(CC)=O